(2-amino-5-methylphenyl)phosphonic acid NC1=C(C=C(C=C1)C)P(O)(O)=O